chlorine chloropyridine ClC1=NC=CC=C1.[Cl]